NC1=CC=C(C(=C1C1=CC(N2[C@@H](CC[C@@H]2C1)C(=O)OCC(=O)C=1SC(=CC1)C(N)=O)=O)F)Cl 2-(5-carbamoylthiophen-2-yl)-2-oxoethyl (3S,8aR)-7-(6-amino-3-chloro-2-fluorophenyl)-5-oxo-1,2,3,5,8,8a-hexahydroindolizine-3-carboxylate